CN1N=NC(=C1NC(O[C@H](C)C=1C(=NC=CC1)Cl)=O)C=1C=C2CCC(NC2=CC1)=O (R)-1-(2-chloropyridin-3-yl)ethyl (1-methyl-4-(2-oxo-1,2,3,4-tetrahydroquinolin-6-yl)-1H-1,2,3-triazol-5-yl)-carbamate